Cl.C(C)(C)OC([C@@H](N)C)=O L-alanine isopropyl ester hydrochloride